N-(5-(2-(8-oxa-3-azabicyclo[3.2.1]octan-3-yl)acetamido)-2-methylpyridin-3-yl)-2-(1H-pyrrol-3-yl)pyrazolo[5,1-b]thiazole-7-carboxamide C12CN(CC(CC1)O2)CC(=O)NC=2C=C(C(=NC2)C)NC(=O)C=2C=NN1C2SC(=C1)C1=CNC=C1